mono(dodecyl) ether C(CCCCCCCCCCC)OCCCCCCCCCCCC